FC1=C(C(=CC=C1)OC)N1N=CC=C(C1=O)C(=O)N 2-(2-fluoro-6-methoxyphenyl)-3-oxo-2,3-dihydropyridazine-4-carboxamide